2-[(2,2-Dimethylpropyl){[4-(4-fluorophenyl)phenyl]methyl}amino]pyrimidine-4-carbonitrile CC(CN(C1=NC=CC(=N1)C#N)CC1=CC=C(C=C1)C1=CC=C(C=C1)F)(C)C